FC(C(=O)O)(F)F.FC(C(=O)O)(F)F.FC1=C(N=CC2=C1N=C(N=C2N2CC1(CCC(C2)N1)C(=O)N)OC[C@H]1N(CCC1)C)C1=CC(=CC2=CC=CC=C12)O 3-(8-fluoro-7-(3-hydroxynaphthalen-1-yl)-2-(((S)-1-methylpyrrolidin-2-yl)methoxy)pyrido[4,3-d]pyrimidin-4-yl)-3,8-diazabicyclo[3.2.1]octane-1-carboxamide bis(2,2,2-trifluoroacetate)